C(C)(C)(C)OC(=O)[N@@]1C(C1)C (S)-2-methylaziridine-1-carboxylic acid tert-butyl ester